FC(C(=O)O)(F)F.ClC1=CC=C(CN2N=CC(=C2)C2=CC(=NC=C2)C=2NC=C(N2)C2CN(CC2)S(=O)(=O)C2=CC=CC=C2)C=C1 4-[1-(4-Chlorobenzyl)-1H-pyrazol-4-yl]-2-{4-[1-(phenylsulfonyl)pyrrolidin-3-yl]-1H-imidazol-2-yl}pyridine trifluoroacetate salt